CC1=C(C=CC(=C1)C)C1=NC(=NC(=N1)C1=C(C=C(C=C1)C)C)C1=C(C=C(C=C1)OCCCCCCCC)O 2-[4,6-bis(2,4-dimethylphenyl)-1,3,5-triazine-2-yl]-5-(octyloxy)-phenol